tert-butyl methyl(3-(3-(methylamino)-4-nitrophenoxy)propyl)carbamate CN(C(OC(C)(C)C)=O)CCCOC1=CC(=C(C=C1)[N+](=O)[O-])NC